1-(6-bromopyridin-2-yl)-2,2,2-trifluoroethanone BrC1=CC=CC(=N1)C(C(F)(F)F)=O